OCCC1N(CCC1)C 2-(2-hydroxyethyl)-1-methylpyrrolidine